C(CCC)NC(=O)C1=NNC=N1 N-butyl-1H-1,2,4-triazole-3-carboxamide